5-(2-cyano-2-(tetrahydro-1λ4-thiophen-1-ylidene)acetyl)-6-methyl-2,3-dihydro-1H-pyrrolizine-7-carboxylic acid tert-butyl ester C(C)(C)(C)OC(=O)C=1C(=C(N2CCCC12)C(C(=S1CCCC1)C#N)=O)C